3-Glycidoxypropylmethyl-diethoxysilane C(C1CO1)OCCC[Si](OCC)(OCC)C